4-hydroxy-oxolane-2,2-dicarboxylic acid OC1CC(OC1)(C(=O)O)C(=O)O